FC1=NN(C=C1I)C 3-fluoro-4-iodo-1-methylpyrazole